6-Methoxy-1-methyl-2-(6-trifluoromethoxy-benzothiazol-2-ylamino)-1H-benzoimidazole-5-carboxylic acid ethylamide C(C)NC(=O)C1=CC2=C(N(C(=N2)NC=2SC3=C(N2)C=CC(=C3)OC(F)(F)F)C)C=C1OC